C(C1=CC=CC=C1)OC=1C=C(COC(C(=O)O)C2CCCCC2)C=CC1 2-((3-(benzyloxy)benzyl)oxy)-2-cyclohexylacetic acid